(S)-2-chloro-N-(5-cyano-6-(2H-1,2,3-triazol-2-yl)pyridin-3-yl)-8,8-dimethyl-7,8-dihydro-6H-cyclopenta[e]pyrazolo[1,5-a]pyrimidine-6-carboxamide ClC1=NN2C(N=CC3=C2C(C[C@@H]3C(=O)NC=3C=NC(=C(C3)C#N)N3N=CC=N3)(C)C)=C1